tert-butyl N-{3-[(6-{3-[(1R)-6-chloro-1-hydroxy-2,3-dihydro-1H-indene-4-sulfonamido]-2,6-difluorophenyl}-8-methoxyquinazolin-2-yl)amino]propyl}-N-methylcarbamate ClC=1C=C(C=2CC[C@H](C2C1)O)S(=O)(=O)NC=1C(=C(C(=CC1)F)C=1C=C2C=NC(=NC2=C(C1)OC)NCCCN(C(OC(C)(C)C)=O)C)F